1-[4-[3-(3-Chloro-4-hydroxyphenyl)prop-2-enoyl]phenyl]pyrrolidin-2-one ClC=1C=C(C=CC1O)C=CC(=O)C1=CC=C(C=C1)N1C(CCC1)=O